BrC1=CC=C(C=C1)CC(C)(C)NC(OC(C)(C)C)=O tert-butyl (1-(4-bromophenyl)-2-methylpropan-2-yl)carbamate